8-(1-hydroxyethyl)-6-methyl-2-(piperidin-1-yl)quinoline-4-carbonitrile OC(C)C=1C=C(C=C2C(=CC(=NC12)N1CCCCC1)C#N)C